(9R)-6,7,8,9-tetrahydro-9-hydroxy-5H-cyclohepta[b]pyridine O[C@@H]1CCCCC=2C1=NC=CC2